(1r,4r)-4-(3-methyl-4-nitro-1H-pyrazol-1-yl)cyclohexane-1-carboxylic acid methyl ester COC(=O)C1CCC(CC1)N1N=C(C(=C1)[N+](=O)[O-])C